2-hydrazineyl-5-(2H-tetrazol-5-yl)pyridine N(N)C1=NC=C(C=C1)C=1N=NNN1